O=C1N(C(C(C2=CC=CC=C12)C(=O)O)C=1C=NC(=NC1)C(F)(F)F)CC(F)(F)F 1-oxo-2-(2,2,2-trifluoroethyl)-3-(2-(trifluoromethyl)pyrimidin-5-yl)-1,2,3,4-tetrahydroisoquinoline-4-carboxylic acid